ClCl hypochlorous acid, chloride